tert-butyl (S)-6-(4-((1-hydroxy-5-methylhexan-3-yl)amino)-5,6,7,8-tetrahydroquinazolin-2-yl)-2,6-diazaspiro[3.4]octane-2-carboxylate OCC[C@H](CC(C)C)NC1=NC(=NC=2CCCCC12)N1CC2(CN(C2)C(=O)OC(C)(C)C)CC1